C1(CC1)OC=1C=C(C=CC1)C1=NC=2N(C(=C1)C)N=CC2C(=O)O 5-(3-Cyclopropoxyphenyl)-7-methylpyrazolo[1,5-a]Pyrimidine-3-carboxylic acid